C(OCC1=CC=C(C=C1)NC([C@H](C)NC([C@H](C)NC(CCNC(C1=NC(=C(C=C1)C#N)S(=O)(=O)C)=O)=O)=O)=O)(OC1=CC=C(C=C1)[N+](=O)[O-])=O 4-((S)-2-((S)-2-(3-(5-cyano-6-(methylsulfonyl)picolinamido)propanamido)propanamido)propanamido)benzyl (4-nitrophenyl) carbonate